16-methyl-2,7-dioxo-1-oxa-4,6-diazacyclohexadec-5-ylidenecarbamic acid tert-butyl ester C(C)(C)(C)OC(N=C1NCC(OC(CCCCCCCCC(N1)=O)C)=O)=O